FC1CCC(CC1)N1C=NC=C1 N-(4-fluorocyclohexyl)-1H-imidazole